IC=1C=C(CO)C=C(C1O)I 3,5-DIIODO-4-HYDROXYBENZYL ALCOHOL